1-(4-Isobutylphenyl)-2-chloroethane C(C(C)C)C1=CC=C(C=C1)CCCl